C(C)(C)(C)OC(=O)N1[C@H]2[C@H](CC[C@H]1CCC2)O.NC2=CC(=C(OC1=CC=C(C=C1)OC1=C(C=C(C=C1)N)C(F)(F)F)C=C2)C(F)(F)F 1,4-bis-(4-amino-2-trifluoromethylphenoxy)benzene tert-butyl-(1R,2S,5R)-2-hydroxy-9-azabicyclo[3.3.1]nonane-9-carboxylate